NC1=C(C=NC(=N1)Cl)I 6-amino-2-chloro-5-iodopyrimidine